((3-amino-2-chlorophenyl)thio)-3-((3S,4S)-4-((tert-Butoxycarbonyl)amino)-3-methyl-2-oxa-8-azaspiro[4.5]decan-8-yl)-5-methylpyrazine-2-carboxylic acid ethyl ester C(C)OC(=O)C1=NC(=C(N=C1N1CCC2([C@@H]([C@@H](OC2)C)NC(=O)OC(C)(C)C)CC1)C)SC1=C(C(=CC=C1)N)Cl